NC1=[N+](C(=C(C=C1[N+](=O)[O-])[N+](=O)[O-])N)[O-] 2,6-diamino-3,5-dinitropyridine-1-oxide